C(C)(C)(C)C=1C=C(CC2=C(C(=C(C(=C2C)C)CC2=CC(=C(C(=C2)C(C)(C)C)O)C(C)(C)C)C)C)C=C(C1O)C(C)(C)C 1,4-Bis(3,5-di-tert-butyl-4-hydroxy-benzyl)-2,3,5,6-tetramethylbenzol